C1=CC=C(C=2SC3=C(C21)C=CC=C3)C=C3OC2=C(C3=O)C=CC(=C2)O 2-(dibenzo[b,d]thiophen-4-ylmethylene)-6-hydroxybenzofuran-3(2H)-one